FC(C1(NN1)C1=CC=C(N)C=C1)(F)F 4-(3-(trifluoromethyl)diaziridin-3-yl)aniline